ClC1(C(C2=CC=CC=C2C1(C)C)C)Cl dichloro-1,3,3-trimethylindane